N[C@H]1CN(CCC1)C(=O)C1=NN(C(=C1)C1=CC=C(C#N)C=C1)C1=CC(=C(C=C1)OC)F (R)-4-(3-(3-aminopiperidine-1-carbonyl)-1-(3-fluoro-4-methoxyphenyl)-1H-pyrazol-5-yl)benzonitrile